4-Cyano-N-(6-(2-Cyano-4-(5-methyl-1,2,4-oxadiazol-3-yl)phenyl)pyridin-3-yl)-3-(2-(dimethylamino)ethoxy)benzamid C(#N)C1=C(C=C(C(=O)NC=2C=NC(=CC2)C2=C(C=C(C=C2)C2=NOC(=N2)C)C#N)C=C1)OCCN(C)C